trans-6-(4-(4-ethylphenyl)butenyl)-2,3-dihydro-1-indenone C(C)C1=CC=C(C=C1)CC/C=C/C1=CC=C2CCC(C2=C1)=O